tert-Butyl (S)-6-((1H-imidazol-1-yl) methyl)-4-((tetrahydrofuran-3-yl)amino)isoindoline-2-carboxylate N1(C=NC=C1)CC1=CC(=C2CN(CC2=C1)C(=O)OC(C)(C)C)N[C@@H]1COCC1